OC=1C=C(C=C(C1C1C=C(CCC1C(C)C)C)O)\C=C\C1=CC=CC=C1 3,5-dihydroxyl-4-[(3''S-4''R)-p-menthenyl]-trans-stilbene